(1R,3R)-1-(2,6-difluoro-4-(2-(3-(fluoromethyl)azetidin-1-yl)ethoxy)phenyl)-3-methyl-2-((3-methyloxetan-3-yl)methyl)-2,3,4,9-tetrahydro-1H-pyrido[3,4-b]indole FC1=C(C(=CC(=C1)OCCN1CC(C1)CF)F)[C@H]1N([C@@H](CC2=C1NC1=CC=CC=C21)C)CC2(COC2)C